6-(6-(difluoromethyl)-7-methoxyimidazo[1,2-b]pyridazin-3-yl)-N-((3S,4S)-4-fluoropyrrolidin-3-yl)pyridin-2-amine FC(C=1C(=CC=2N(N1)C(=CN2)C2=CC=CC(=N2)N[C@H]2CNC[C@@H]2F)OC)F